C(C1=CC=CC=C1)(C1=CC=CC=C1)N1CCN(CC1)C(CCOCCC(=O)N[C@H](C(=O)N1[C@@H](C[C@H](C1)O)C(=O)NCC1=CC=C(C=C1)C1=C(N=CS1)C)C(C)(C)C)=O (2S,4R)-1-((S)-2-(3-(3-(4-benzhydrylpiperazin-1-yl)-3-oxopropoxy)propanamido)-3,3-dimethylbutanoyl)-4-hydroxy-N-(4-(4-methylthiazol-5-yl)benzyl)pyrrolidine-2-carboxamide